ClC=1C=C2C(=CN1)N(C(=C2)C=2C=C1C=NN(C1=CC2OC)COCC[Si](C)(C)C)C 5-[5-chloro-1-methylpyrrolo[2,3-c]pyridin-2-yl]-6-methoxy-1-[[2-(trimethylsilyl)ethoxy]methyl]indazole